C(C)OC(=O)C=1OC(C(C1C1=C(C(=C(C=C1)F)F)OC)C)(C(F)(F)F)C (3,4-difluoro-2-methoxyphenyl)-4,5-dimethyl-5-(trifluoromethyl)-4,5-dihydrofuran-2-carboxylic acid ethyl ester